9-(2-(O-2-Propynyloxy)-β-D-ribofuranosyl)adenine C(C#C)O[C@@]1([C@@H](O[C@@H]([C@H]1O)CO)N1C2=NC=NC(=C2N=C1)N)O